N1C[C@H](CC1)C1=CC=C(C=C1)NC(=O)C1=NC=CC(=C1)Cl |r| (RS)-4-Chloro-pyridine-2-carboxylic acid (4-pyrrolidin-3-yl-phenyl)-amide